OC=1N=C(C=2N=CN([C@]3([C@H](O)[C@H](O)[C@@H](CO)O3)CCC(=C)C)C2N1)N 2-hydroxy-isopentenyl-adenosine